(S)-3-ethyl-4-(6-(2-methyl-1H-pyrrolo[3,2-b]pyridin-5-yl)-4-(4-(methylsulfonyl)tetra-hydro-2H-pyran-4-yl)pyridin-2-yl)morpholine C(C)[C@@H]1N(CCOC1)C1=NC(=CC(=C1)C1(CCOCC1)S(=O)(=O)C)C1=CC=C2C(=N1)C=C(N2)C